(R)-N-(3,3-difluoro-1-(oxetan-3-yl)piperidin-4-yl)-5-(1-(2,2-difluoroethyl)-2-methyl-1H-benzo[d]imidazol-6-yl)-6-fluoro-4-methoxypyrrolo[2,1-f][1,2,4]triazin-2-amine FC1(CN(CC[C@H]1NC1=NN2C(C(=N1)OC)=C(C(=C2)F)C=2C=CC1=C(N(C(=N1)C)CC(F)F)C2)C2COC2)F